O=C(CNC(C1=CC(=CC=C1)C(F)(F)F)=O)N1C2C(CC1)N(CC2)C2CCC(CC2)OC2=NC=CC=C2 N-(2-oxo-2-{4-[4-(pyridin-2-yloxy)cyclohexyl]-octahydropyrrolo[3,2-b]pyrrol-1-yl}ethyl)-3-(trifluoromethyl)benzamide